Benzyl (1S,3S,6R)-7-oxabicyclo[4.1.0]heptane-3-ylcarbamate [C@@H]12C[C@H](CC[C@H]2O1)NC(OCC1=CC=CC=C1)=O